N-(2-oxo-2,3-dihydro-1H-indol-5-yl)-3-(2-phenyl-1,3-thiazol-4-yl)benzamide O=C1NC2=CC=C(C=C2C1)NC(C1=CC(=CC=C1)C=1N=C(SC1)C1=CC=CC=C1)=O